N-methyl-2H,5H,6H,7H,8H-naphtho[2,3-d][1,3]dioxol-6-amine CNC1CC2=CC3=C(OCO3)C=C2CC1